C1(CC1)N1N=CC(=C1)C=1C(=CC(=NC1)C1(NC(=NC(=C1)N)C(F)F)N)OC(F)(F)F 4-(5-(1-cyclopropyl-1H-pyrazol-4-yl)-4-(trifluoromethoxy)pyridin-2-yl)-2-(difluoromethyl)pyrimidine-4,6-diamine